propene-2-en-1-one C(=C=C)=O